C1(CC1)C[C@@H](C(=O)NC(C[C@H]1C(NCC1)=O)C(C(=O)NC1CC1)=O)NC(C[C@@H](CC)C1=CC=CC=C1)=O (3R)-N-((2s)-3-Cyclopropyl-1-((4-(cyclopropylamino)-3,4-dioxo-1-((S)-2-oxopyrrolidin-3-yl)butan-2-yl)amino)-1-oxopropan-2-yl)-3-phenylpentanamid